NC1=NC=2C=CC=CC2C2=C1N=C(N2CCCCNC(=O)C=2NC1=C(C(=C(C=C1C2)OC)OC)OC)CC N-(4-(4-amino-2-ethyl-1H-imidazo[4,5-c]quinolin-1-yl)butyl)-5,6,7-trimethoxy-1H-indole-2-carboxamide